tert-butyl (3R)-3-formyl-5-[(3R)-3-methylmorpholin-4-yl]-3,4-dihydro-1H-isoquinoline-2-carboxylate C(=O)[C@@H]1N(CC2=CC=CC(=C2C1)N1[C@@H](COCC1)C)C(=O)OC(C)(C)C